BrC=1C=C(C=C(C1O)Br)C(C)(C)C1=CC(=C(C(=C1)Br)O)Br 2,2-bis(3,5-dibromo-4-hydroxyphenyl)propane